CC1(CN(CCN1C(=O)C1=CNC(C=C1)=O)[C@@H](C(=O)NC=1N=NC(=CC1)OC1=CC=C(C=C1)F)C)C (2R)-2-[3,3-dimethyl-4-(6-oxo-1H-pyridine-3-carbonyl)piperazin-1-yl]-N-[6-(4-fluorophenoxy)pyridazin-3-yl]propanamide